CSC=1C(=NC=CN1)OCC(=O)N1CCC(CC1)C=1SC=C(N1)C1=NOC(C1)C1=C(C=C(C=C1Cl)Cl)Cl 2-((3-(methylthio)pyrazin-2-yl)oxy)-1-(4-(4-(5-(2,4,6-trichlorophenyl)-4,5-dihydroisoxazol-3-yl)thiazol-2-yl)piperidin-1-yl)ethan-1-one